3-thiophenic amide S1C=C(C=C1)C(=O)N